dibromodicyanobutane, hydrochloride Cl.BrC(C(C)(C#N)Br)(C)C#N